FC(S(=O)(=O)OC1=CC(=CC=C1)C(=O)NC(C)C1=NC=NN1C1=NC=CC=N1)F 3-[[[1-[1-(2-Pyrimidinyl)-1H-1,2,4-triazol-5-yl]ethyl]amino]carbonyl]phenyl 1,1-difluoromethanesulfonate